glyceryl γ-linolenate C(CCCC\C=C/C\C=C/C\C=C/CCCCC)(=O)OCC(O)CO